di-p-toluenesulfonate monohydrate O.CC1=CC=C(C=C1)S(=O)(=O)O.CC1=CC=C(C=C1)S(=O)(=O)O